C(CCCCCCCC(=O)OCC(CCCC)CC)(=O)OCC(CCCC)CC di-(2-ethylhexyl) azelate